N-[2-(6-chloro-2-pyridyl)-2-[5-(methoxymethyl)-1,3-dimethyl-pyrazol-4-yl]propyl]-5-(3,5-difluoro-2-pyridyl)isoxazole-3-carboxamide ClC1=CC=CC(=N1)C(CNC(=O)C1=NOC(=C1)C1=NC=C(C=C1F)F)(C)C=1C(=NN(C1COC)C)C